FC1=C(C=C2C=C(N=CC2=C1)NC(=O)C1CC1)N1CCN(CC1)C1(COCC1O)C N-(7-fluoro-6-(4-(4-hydroxy-3-methyltetrahydrofuran-3-yl)piperazin-1-yl)isoquinolin-3-yl)cyclopropanecarboxamide